ethyl N-(4-cyanobenzenesulfonyl)-2-aminoacrylate C(#N)C1=CC=C(C=C1)S(=O)(=O)NC(C(=O)OCC)=C